1,1'-diamino-5,5'-bitetrazole NN1N=NN=C1C1=NN=NN1N